C1=CC2=CC=CC3=CC=4C5(C=CC=C1C5=C32)CC=CC4 benzo[k]pyrene